COC1=CC=2N(C=C1S(=O)(=O)C(CN1N=CC=C1)(C)C)C=CN2 7-methoxy-6-((2-methyl-1-(1H-pyrazol-1-yl)propan-2-yl)sulfonyl)imidazo[1,2-a]pyridine